[Si]([O-])([O-])([O-])O.[Na+].[Ba+2] barium-sodium silicate